1-(2,6-dichlorophenyl)-5-((2,2-dimethyl-1,3-dioxolan-4-yl)methoxy)-7-ethyl-2-methyl-1,6-naphthyridin-4(1H)-one ClC1=C(C(=CC=C1)Cl)N1C(=CC(C2=C(N=C(C=C12)CC)OCC1OC(OC1)(C)C)=O)C